(S)-diethyl 2-hydroxyadipate O[C@H](C(=O)OCC)CCCC(=O)OCC